trans-adenine N1=CN=C2N=CNC2=C1N